N-(1-(2-((tert-butyldimethylsilyl)oxy)ethyl)-3-(oxetan-3-yloxy)-1H-pyrazol-4-yl)carboxamide [Si](C)(C)(C(C)(C)C)OCCN1N=C(C(=C1)NC=O)OC1COC1